BrC1=CC=C(C=C1)C1=CC=C(C=C1)C(=O)O 4'-bromobiphenyl-4-carboxylic acid